BrC1=C(C=CC=C1)C(CCS(=O)(=N)CC[C@@H](C(=O)OC(C)(C)C)NC(=O)OC(C)(C)C)(C(F)(F)F)O tert-butyl (2s)-4-(3-(2-bromophenyl)-4,4,4-trifluoro-3-hydroxybutylsulfonimidoyl)-2-((tert-butoxycarbonyl)amino)butanoate